methyl (S)-3-(3-bromo-5-(3,5-dimethyl-1H-pyrazol-1-yl)phenyl)-4-(6-((5,6,7,8-tetrahydro-1,8-naphthyridin-2-yl)methyl)-2,6-diazaspiro[3.3]heptane-2-yl)butanoate BrC=1C=C(C=C(C1)N1N=C(C=C1C)C)[C@H](CC(=O)OC)CN1CC2(C1)CN(C2)CC2=NC=1NCCCC1C=C2